C1(=CC=C(C=C1)C=1C(=C2C(=NC1)NC(=N2)O[C@@H]2CO[C@H]1[C@@H]2OC[C@H]1O)Cl)C1=CC=CC=C1 (3R,3aR,6R,6aR)-6-((6-([1,1'-biphenyl]-4-yl)-7-chloro-3H-imidazo[4,5-b]pyridin-2-yl)oxy)hexahydrofuro[3,2-b]furan-3-ol